3-[1-(4,4-difluoro-1-piperidyl)ethyl]benzoic acid FC1(CCN(CC1)C(C)C=1C=C(C(=O)O)C=CC1)F